ClC1=C(C=CC(=C1)F)NC1=NC=CC(=N1)N1C=C(C=C1)C(=O)NC(CO)C1=CC(=CC=C1)Cl 1-(2-((2-chloro-4-fluorophenyl)amino)pyrimidin-4-yl)-N-(1-(3-chlorophenyl)-2-hydroxyethyl)-1H-pyrrole-3-carboxamide